[2-(2-methoxy-3-pyridyl)-5-(2-trimethylsilylethoxymethyl)pyrrolo[3,2-d]pyrimidin-7-yl]-[4-[1-methyl-4-(trifluoromethyl)imidazol-2-yl]phenyl]methanol COC1=NC=CC=C1C=1N=CC2=C(N1)C(=CN2COCC[Si](C)(C)C)C(O)C2=CC=C(C=C2)C=2N(C=C(N2)C(F)(F)F)C